N1=CN=C(C2=C1CCC2)NC2=NNC1=CC(=CC=C21)[C@@H]2C[C@@]21C(NC2=CC=C(C=C12)OC)=O (1R,2S)-2-(3-[5H,6H,7H-cyclopenta[d]pyrimidin-4-ylamino]-1H-indazol-6-yl)-5'-methoxy-1'H-spiro[cyclopropane-1,3'-indol]-2'-one